6-chloro-2-ethyl-4,5-dihydropyridazin-3-one ClC=1CCC(N(N1)CC)=O